C(C)(C)(C)C1N(CCC1N1N=C2N(C(=NC(=C2C2=CC(=NC(=C2)C)C)C2=CC=CC=C2)N)C1=O)C(=O)OCCC1NCCCC1 2-(2-piperidyl)ethanol tert-butyl-3-[5-amino-8-(2,6-dimethyl-4-pyridyl)-3-oxo-7-phenyl-[1,2,4]triazolo[4,3-c]pyrimidin-2-yl]pyrrolidine-1-carboxylate